NC=1SC2=C(N1)C=CC(=C2)C2(NN(C=C2)CC2=CC=C(C(=O)NO)C=C2)C2=CC(=CC=C2)F 4-{[3-(2-aminobenzo[d]thiazol-6-yl)-3-(3-fluorophenyl)-1H-pyrazol-1-yl]methyl}-N-hydroxybenzoamide